(Z)-6-(5-(3,3-dimethyloxiran-2-yl)-3-methylpent-2-en-1-yl)-5,7-bis(methoxymethoxy)-2-phenyl-4H-chromen-4-one CC1(C(O1)CC\C(=C/CC=1C(=C2C(C=C(OC2=CC1OCOC)C1=CC=CC=C1)=O)OCOC)\C)C